C(C)NC1=NC=CC(=N1)C=O 2-(ETHYLAMINO)PYRIMIDINE-4-CARBALDEHYDE